BrC1=CC(=C(C(=O)OC)C=C1)N1CCC(CC1)CO methyl 4-bromo-2-(4-(hydroxymethyl)piperidin-1-yl)benzoate